3-[6-(4-chloro-3-methoxy-phenyl)-4,4-dimethyl-3,5-dihydropyridazin-2-yl]-1,2-benzothiazole 1,1-dioxide ClC1=C(C=C(C=C1)C=1CC(CN(N1)C1=NS(C2=C1C=CC=C2)(=O)=O)(C)C)OC